N-methyl-heptenamide CNC(C=CCCCC)=O